tert-butyl (3-(3-chlorophenyl)-3-hydroxypropyl)carbamate ClC=1C=C(C=CC1)C(CCNC(OC(C)(C)C)=O)O